1-{7-[(E)-2-[5-(trifluoromethyl)-1,2-oxazol-3-yl]vinyl]-2-azaspiro[3.5]non-2-yl}prop-2-en-1-one FC(C1=CC(=NO1)/C=C/C1CCC2(CN(C2)C(C=C)=O)CC1)(F)F